C1(CC1)[C@@H](C(=O)N[C@H]1C2=C(CN3N(C1=O)CCC3)C(=CC=C2)F)CC(=O)NC2=CC(=NN2C)C(NC(C)C)=O (S)-2-Cyclopropyl-N-((S)-6-fluoro-11-oxo-2,3,10,11-tetrahydro-1H,5H-benzo[d]pyrazolo[1,2-a][1,2]diazepin-10-yl)-N4-(3-(isopropylcarbamoyl)-1-methyl-1H-pyrazol-5-yl)succinamid